C(C)(C)(C)N(C(O)=O)C1=C2C(=NC(=C1)Cl)N(C(=N2)C)C=2C=NN(C2)C(F)F.C(CCCCCCCCCCCCC)OC2=C(SC(=C2)C=2SC=CC2)C=2SC=CC2OCCCCCCCCCCCCCC 2-(3,3'-bis(tetradecyloxy)-[2,2'-bithiophene]-5-yl)thiophene tert-Butyl-(5-chloro-3-(1-(difluoromethyl)-1H-pyrazol-4-yl)-2-methyl-3H-imidazo[4,5-b]pyridin-7-yl)carbamate